ClC1=CC=C(N[C@H]2[C@@H](CN(CC2)C=2C3=C(N(C(C2C#N)=O)C)SC(=N3)C)C)C=C1 7-[(3R,4R)-4-(4-chloroanilino)-3-methyl-1-piperidyl]-2,4-dimethyl-5-oxo-thiazolo[5,4-b]pyridine-6-carbonitrile